OC[C@H](C1=CC=CC=C1)NC1=NC(=NC=C1C1=NC=NO1)NC1=CC=C2C(=N1)N(NC2=O)C (S)-6-((4-((2-hydroxy-1-phenylethyl)amino)-5-(1,2,4-oxadiazol-5-yl)pyrimidin-2-yl)amino)-1-methyl-1,2-dihydro-3H-pyrazolo[3,4-b]pyridin-3-one